ethyl-4-amino-8-(1,3-dimethylpyrazol-4-yl)-2-oxo-1H-quinoline-3-carboxylic acid C(C)N1C(C(=C(C2=CC=CC(=C12)C=1C(=NN(C1)C)C)N)C(=O)O)=O